N(N)C1=NC(=CC(=N1)C(F)(F)F)C#C[Si](C(C)C)(C(C)C)C(C)C 2-hydrazineyl-4-(trifluoromethyl)-6-((triisopropylsilyl)ethynyl)pyrimidine